methyl N-[5-[6-(5-fluoroindoline-1-carbonyl)imidazo[1,2-a]pyridin-3-yl]-2-pyridyl]carbamate FC=1C=C2CCN(C2=CC1)C(=O)C=1C=CC=2N(C1)C(=CN2)C=2C=CC(=NC2)NC(OC)=O